N1=CC(=CC=C1)N[C@H](C)C(=O)O (3-pyridyl)-D-alanine